FC1=CC=C(C=C1)C1N(CCC1)C=O (2-(4-fluorophenyl)pyrrolidin-1-yl)methanone